N[C@H](C(=O)O)CCCCCN 2,7-diamino-(S)-heptanoic acid